(E)-4-[4-(3-chloro-10,11-dihydro-5H-dibenzo[b,f]azepin-5-yl)butyl-methyl-amino]-N-methoxy-but-2-enamide maleate C(\C=C/C(=O)O)(=O)O.ClC=1C=CC2=C(N(C3=C(CC2)C=CC=C3)CCCCN(C/C=C/C(=O)NOC)C)C1